3-METHOXY-4-METHYLBENZALDEHYDE COC=1C=C(C=O)C=CC1C